methyl-1,3-pentadiene CC=CC=CC